C(#N)C=1C(=CC(=NC1)NC(=O)C1=CN(C=2C1=NC(=C(C2)C2=CN=C(S2)C)C=O)C)NCCOC N-(5-cyano-4-((2-methoxyethyl)amino)pyridin-2-yl)-5-formyl-6-(2-methylthiazol-5-yl)-1-Methyl-1H-pyrrolo[3,2-b]pyridine-3-carboxamide